CN(C(/C=C/CC[C@H](C(=O)NC=1C(N(C=CC1)CC1=CC2=NC=CC(=C2N1)C=C(C)C)=O)CN(C([O-])=O)C)=O)C (S,E)-7-(Dimethylamino)-1-((1-((7-(2-methylprop-1-en-1-yl)-1H-pyrrolo[3,2-b]pyridin-2-yl)methyl)-2-oxo-1,2-dihydropyridin-3-yl)amino)-1,7-dioxohept-5-en-2-yl-dimethylcarbamat